benzyl 4-(1-(tert-butoxycarbonyl)azetidin-3-yl)piperidine-1-carboxylate C(C)(C)(C)OC(=O)N1CC(C1)C1CCN(CC1)C(=O)OCC1=CC=CC=C1